N[C@@H](CC(=O)O)CC1=CSC=C1 (R)-3-amino-4-(3-thienyl)-butanoic acid